BrC=1C=C(C=CC1)[C@@H](C)NC1=NC(=NC2=CC(=C(C=C12)OC)OCCCN1CCC2(CCN(CC2)C=2C=C3CN(C(C3=CC2F)=O)C2C(NC(CC2)=O)=O)CC1)C 3-(5-(9-(3-((4-(((R)-1-(3-Bromophenyl)ethyl)amino)-6-methoxy-2-methyl-quinazolin-7-yl)oxy)propyl)-3,9-diazaspiro[5.5]undecan-3-yl)-6-fluoro-1-oxoisoindolin-2-yl)piperidine-2,6-dione